C1(CC1)C1=C(C(=NN1C=1C(=NC=C(C1)C)C)OCC(CO)F)[N+](=O)[O-] 3-((5-cyclopropyl-1-(2,5-dimethylpyridin-3-yl)-4-nitro-1H-pyrazol-3-yl)oxy)-2-fluoropropan-1-ol